1,7-heptylenediphosphonic acid C(CCCCCCP(O)(O)=O)P(O)(O)=O